5-(6-aminopyrimidin-4-yl)-N-((6-((3R,5S)-3,5-dimethylpiperazin-1-yl)pyridin-2-yl)methyl)-7H-pyrrolo[2,3-d]pyrimidin-4-amine NC1=CC(=NC=N1)C1=CNC=2N=CN=C(C21)NCC2=NC(=CC=C2)N2C[C@H](N[C@H](C2)C)C